IC=1N=CN(C1)CCOC1OCCCC1 4-iodo-1-[2-(oxan-2-yloxy)ethyl]-1H-imidazole